2-[(2R)-2-[1-(cyclopropylmethyl)pyrazol-4-yl]tetrahydropyran-4-yl]-4-[2-fluoro-4-(trifluoromethyl)phenyl]-6,7-dimethyl-pteridine C1(CC1)CN1N=CC(=C1)[C@@H]1OCCC(C1)C1=NC2=NC(=C(N=C2C(=N1)C1=C(C=C(C=C1)C(F)(F)F)F)C)C